C1(CC1)NC(=O)NC=1C(=NC(=NC1N)C1=NN(C2=C(C=CC=C12)F)CC1=C(C=CC=C1)F)N 1-cyclopropyl-3-(4,6-diamino-2-(7-fluoro-1-(2-fluorobenzyl)-1H-indazol-3-yl)pyrimidin-5-yl)urea